O1CCOC12CCC(CC2)C2=NC=C(C=C2)F 2-{1,4-dioxaspiro[4.5]decan-8-yl}-5-fluoropyridine